ClC1=CC(=C(COC2=C(C=C(C(=N2)C2CCN(CC2)CC2=NC3=C(N=NC(=C3)C(=O)O)N2C[C@H]2OCC2)F)F)C=C1)F (S)-6-((4-(6-((4-chloro-2-fluorobenzyl)oxy)-3,5-difluoropyridin-2-yl)piperidin-1-yl)methyl)-7-(oxetan-2-ylmethyl)-7H-imidazo[4,5-c]pyridazine-3-carboxylic acid